C(#N)N1[C@H]2[C@@H](C[C@@H]1CC2)NC(C2=CC(=C(C=C2)C2=NC(=CC=C2)CC#N)OCC(C)C)=O N-((1R,2R,4S)-7-cyano-7-azabicyclo[2.2.1]heptan-2-yl)-4-(6-(cyanomethyl)-2-pyridinyl)-3-(2-methylpropoxy)benzamide